C(C)(C)(C)OC(=O)NC(C(=O)OCCCCCCOC1=CC(=NC(=C1)C1=NC=CC=C1)C1=NC=CC=C1)CC1=CC(=C(C=C1)O)O 6-([2,2':6',2''-terpyridin]-4'-yloxy)hexyl 2-((tert-butoxycarbonyl)amino)-3-(3,4-dihydroxyphenyl)propanoate